ClS(=O)(=O)C1=C(SC=C1)C(=O)OC methyl 3-(chlorosulfonyl)-2-thiophenoate